3-(4-methoxyphenyl)propane-1,3-dione COC1=CC=C(C=C1)C(CC=O)=O